FC1=C(C=C(C=C1)CC1=NNC(C2=CC=CC=C12)=O)C(=O)N1CC=2N(CC1)N=C(N2)C(F)(F)F 4-[[4-fluoro-3-[2-(trifluoromethyl)-6,8-dihydro-5H-[1,2,4]triazolo[1,5-a]pyrazine-7-carbonyl]phenyl]methyl]-2H-phthalazin-1-one